6-amino-2-((3S,4S)-4-amino-3-methyl-2-oxa-8-azaspiro[4.5]decan-8-yl)-5-((4-chloro-2-methyl-2H-indazol-5-yl)thio)-3-methylpyrimidin-4(3H)-one formate C(=O)O.NC1=C(C(N(C(=N1)N1CCC2([C@@H]([C@@H](OC2)C)N)CC1)C)=O)SC1=C(C2=CN(N=C2C=C1)C)Cl